C1=CC(=C(C=C1[N+](=O)[O-])[N+](=O)[O-])NCCN N1-(2,4-dinitrophenyl)ethane-1,2-diamine